7-[(3S,4S)-3-methoxy-4-(methylamino)pyrrolidin-1-yl]-4-oxo-1-(1,3-thiazol-2-yl)-1,8-naphthyridine-3-carboxylic acid CO[C@H]1CN(C[C@@H]1NC)C1=CC=C2C(C(=CN(C2=N1)C=1SC=CN1)C(=O)O)=O